N1CNC2CNCCC21 octahydro-2H-imidazo[4,5-c]pyridine